2,4-dimethyl-1,3-dicyanobenzene CC1=C(C=CC(=C1C#N)C)C#N